4-bromo-6,8-dimethoxyquinoline BrC1=CC=NC2=C(C=C(C=C12)OC)OC